3,4-difluoro-3-butenoic anhydride FC(CC(=O)OC(CC(=CF)F)=O)=CF